N,N-bis(acryl)cystine C(=O)(C=C)N([C@@H](CSSC[C@@H](C(=O)O)N)C(=O)O)C(=O)C=C